C(C)(=O)C1=CC(=C2C(N(C(C2=C1)=O)CC1=NC=C(C=C1)Cl)(O[C@@H]1COCC1)C1=CC=C(C=C1)Cl)F 6-acetyl-3-(4-chlorophenyl)-2-((5-chloropyridin-2-yl)methyl)-4-fluoro-3-(((S)-tetrahydrofuran-3-yl)oxy)isoindolin-1-one